perfluoro-dodecanethiol FC(C(C(C(C(C(C(C(C(C(C(C(F)(F)F)(F)F)(F)F)(F)F)(F)F)(F)F)(F)F)(F)F)(F)F)(F)F)(F)F)(S)F